ethyl (2S)-2-(((2S,5R)-2-(((tert-butoxycarbonyl)-amino) methyl)-3-methyl-7-oxo-1,6-diazabicyclo[3.2.1]oct-3-en-6-yl) oxy)-2-fluoroacetate C(C)(C)(C)OC(=O)NC[C@H]1N2C(N([C@H](C=C1C)C2)O[C@H](C(=O)OCC)F)=O